N-(8-fluorooctyl)phthalimide fluorine [F].FCCCCCCCCN1C(C=2C(C1=O)=CC=CC2)=O